Cl.C1(CCC1)NC(=O)C1(CCNCC1)CC N-cyclobutyl-4-ethyl-piperidine-4-carboxamide hydrochloride salt